BrC1=CC(=C(C=O)C=C1)F 4-bromo-2-fluorobenzaldehyde